N-methyl-3-(4-methylpyrazol-1-yl)-4-nitro-benzenesulfonamide CNS(=O)(=O)C1=CC(=C(C=C1)[N+](=O)[O-])N1N=CC(=C1)C